C(C)(C)(C)NC(O[C@H]1C[C@H](CC1)C1=CC(=NN1)NC(CN1N=NC(=C1)C)=O)=O (1R,3S)-3-(3-{[(4-methyl-1H-1,2,3-triazol-1-yl)acetyl]amino}-1H-pyrazol-5-yl)cyclopentyl tert-butylcarbamate